N1=C(C=CC=C1)NC=1SC=C(N1)C1=CC=C(C=C1)C1=CC=NC=C1 N-(Pyridin-2-yl)-4-(4-(pyridin-4-yl)phenyl)thiazol-2-amin